tritide magnesium [Mg+2].[3H-].[3H-]